cis-2-nonenoic acid potassium salt [K+].C(\C=C/CCCCCC)(=O)[O-]